4,4-dimethylcyclohex-2-enol CC1(C=CC(CC1)O)C